(R)-3-(5-(2-Benzyl-4-(methylsulfonyl)piperazin-1-yl)-3-methyl-1H-indazol-1-yl)-5-(trifluoromethyl)phenol C(C1=CC=CC=C1)[C@H]1N(CCN(C1)S(=O)(=O)C)C=1C=C2C(=NN(C2=CC1)C=1C=C(C=C(C1)C(F)(F)F)O)C